O=C1N(CCN2[C@@H]1CN(CC2)C#N)C2=NC=CC(=C2)C(F)(F)F (R)-9-oxo-8-(4-(trifluoromethyl)pyridin-2-yl)octahydro-2H-pyrazino[1,2-a]pyrazine-2-carbonitrile